2-(2-{[2-(1H-1,3-benzodiazol-2-yl)ethyl]amino}ethyl)-N-[(3-chloropyridin-2-yl)methyl]-[1,3]thiazolo[5,4-d]pyrimidin-7-amine N1C(=NC2=C1C=CC=C2)CCNCCC=2SC=1N=CN=C(C1N2)NCC2=NC=CC=C2Cl